C1(CCCCC1)C1(NC(=NC=C1C=1C=NN(C1)C)NC1=CC=CC=C1)N 4-cyclohexyl-5-(1-methyl-1H-pyrazol-4-yl)-N2-phenylpyrimidine-2,4-diamine